NC(C)(C#N)C1=CC(=NC(=C1)C1=CC=C(C=C1)F)OC1[C@@H]2CN(C[C@H]12)C(=O)OC(C)(C)C |r| tert-butyl rac-(1R,5S,6s)-6-((4-(1-amino-1-cyanoethyl)-6-(4-fluorophenyl)pyridin-2-yl)oxy)-3-azabicyclo[3.1.0]hexane-3-carboxylate